10-Hydroxy-N-((1-methylcyclopropyl)methyl)-10-((6-oxo-4-phenylpyrimidin-1(6H)-yl)methyl)-7-azaspiro[4.5]decane-7-carboxamide OC1(CCN(CC12CCCC2)C(=O)NCC2(CC2)C)CN2C=NC(=CC2=O)C2=CC=CC=C2